(E)-methyl 5-(4-chlorostyryl)-6-methoxynicotinate ClC1=CC=C(/C=C/C=2C(=NC=C(C(=O)OC)C2)OC)C=C1